CCCCCCCCCCCCCCCCCC(=O)OC[C@H](COP(=O)([O-])O[C@@H]1[C@@H]([C@@H]([C@H]([C@@H]([C@H]1O)OP(=O)([O-])[O-])O)O)O)OC(=O)CCCCCCC/C=C\\CCCCCCCC The molecule is a 1-phosphatidyl-1D-myo-inositol 5-phosphate(3-) obtained by deprotonation of the phosphate OH groups of 1-stearoyl-2-oleoyl-sn-glycero-3-phospho-1D-myo-inositol 5-phosphate; major species at pH 7.3. It is a conjugate base of a 1-stearoyl-2-oleoyl-sn-glycero-3-phospho-1D-myo-inositol 5-phosphate.